N1=C2N(CC=C1)CCC2 4,6,7,8-tetrahydropyrrolo[1,2-a]pyrimidine